(S)-5-(4-chlorophenyl)-4,5-dihydro-1H-pyrazole ClC1=CC=C(C=C1)[C@@H]1CC=NN1